[Br-].C(C1=CC=CC=C1)[N+](C1=CC=CC=C1)(C)C N-benzyl-N,N-dimethyl-anilinium bromide